CC1=CC=C(C=C1)NS(=O)(=O)C1=CC=C(C=C1)C N-(4-methylphenyl)-4-methylbenzenesulfonamide